CN(S(=O)(=O)C1=CC=C(C=C1)C1=NC=CC=2N1N=C(N2)C)C 5-[4-(dimethylsulfamoyl)phenyl]-2-methyl-[1,2,4]triazolo[1,5-c]pyrimidin